IC=1C=CC(=C(CC2=CC=C(O[C@@H]3COCC3)C=C2)C1)Cl (S)-3-[4-(5-iodo-2-chlorobenzyl)phenoxy]tetrahydrofuran